C(CCCCC)C(=CC(=O)O)CC 3-hexyl-3-ethylacrylic acid